3-Oxo-3-[1-(2H-1,2,3-triazol-2-yl)cyclopropyl]propionitrile O=C(CC#N)C1(CC1)N1N=CC=N1